2-(4-cyclopropyl-6-methoxypyrimidin-5-yl)-5-(4-(1-methyl-4-(trifluoromethyl)-1H-imidazol-2-yl)benzyl)-[1,2,4]triazolo[1,5-a]pyridine C1(CC1)C1=NC=NC(=C1C1=NN2C(C=CC=C2CC2=CC=C(C=C2)C=2N(C=C(N2)C(F)(F)F)C)=N1)OC